di(phenyl)[di(phenyl)indolocarbazolyl]triazine C1(=CC=CC=C1)C1=C(C(=NN=N1)C1=C2C(=CC(=C1C1=CC=CC=C1)C1=CC=CC=C1)N=C1C=CC3=C4C=CC=CC4=NC3=C12)C1=CC=CC=C1